COC1(COC1)C1=CC=C(C=C1)C(=O)N1CCC(CC1)NC1=CC=C(C=C1)C(F)(F)F (4-(3-methoxyoxetan-3-yl)phenyl)(4-((4-(trifluoromethyl)phenyl)amino)piperidin-1-yl)methanone